methyl-N-(propan-2-yl)-2-(pyridin-4-yl)pyrido[3,4-d]pyrimidin-4-amine CC1=CN=CC=2N=C(N=C(C21)NC(C)C)C2=CC=NC=C2